C1(=CC=CC2=CC=CC=C12)N(C1=CC=2C3(C4=CC(=CC=C4C2C=C1)N(C1=CC=CC2=CC=CC=C12)C1=CC=CC=C1)C1=CC(=CC=C1C=1C=CC(=CC13)N(C1=CC=CC3=CC=CC=C13)C1=CC=CC=C1)N(C1=CC=CC3=CC=CC=C13)C1=CC=CC=C1)C1=CC=CC=C1 2,2',7,7'-tetra[N-naphthyl-(phenyl)-amino]-9,9-spirobifluorene